(S)-2-(morpholin-2-yl)propan-2-ol 5,10-METHYLEN-(6R)-TETRAHYDROFOLAT C1N2C=3C(NC(=NC3NC[C@@H]2CN1C1=CC=C(C(N[C@@H](CCC(=O)OC(C)(C)[C@@H]2CNCCO2)C(=O)O)=O)C=C1)N)=O